C1(CC1)C1=CC(=NC=C1)OC1=CC(=C(C=C1)C=1C=C2C=NC=NC2=C(C1)C1CN(CC1)C(C=C)=O)F 1-(3-(6-(4-((4-cyclopropylpyridin-2-yl)oxy)-2-fluorophenyl)quinazolin-8-yl)pyrrolidin-1-yl)prop-2-en-1-one